tert-butyl (2S)-2-({1-cyano-2-[3-fluoro-5-(3-methyl-2-oxo-1,3-benzoxazol-5-yl)thiophen-2-yl]ethyl}carbamoyl)-1,4-oxazepane-4-carboxylate C(#N)C(CC=1SC(=CC1F)C=1C=CC2=C(N(C(O2)=O)C)C1)NC(=O)[C@H]1OCCCN(C1)C(=O)OC(C)(C)C